4-[5-(2-aminoethyl)pyrimidin-2-yl]-3-(2-methyl-6-pyridin-2-ylpyridin-4-yl)oxybenzonitrile NCCC=1C=NC(=NC1)C1=C(C=C(C#N)C=C1)OC1=CC(=NC(=C1)C1=NC=CC=C1)C